O=C1N(N=NC2=C1C=CC=C2)C2C(NC(CC2)=O)=O 3-(4-oxo-1,2,3-benzotriazin-3-yl)piperidine-2,6-dione